Cl.CNC(=O)C1=NC=C(C=C1)O[C@@H]1[C@H](NC1)C N-methyl-5-{[(2R,3S)-2-methylazetidin-3-yl]oxy}pyridine-2-carboxamide HCl salt